NC1=NC=2C=C(C(=CC2C2=C1C=NN2C)C(=O)N(CC2=CC=C(C=C2)C(C(F)(F)F)(F)F)C)F 4-amino-7-fluoro-N,1-dimethyl-N-(4-(pentafluoroethyl)benzyl)-1H-pyrazolo[4,3-c]quinoline-8-carboxamide